FC1=C(C(=CC=C1)OC)C1(CCC1)O 1-(2-fluoro-6-methoxyphenyl)cyclobutan-1-ol